ethyl-4-(5-chloro-2-morpholino-6-(pyridin-4-ylamino)pyrimidin-4-yl)-6-(1-methyl-1H-pyrazol-3-yl)nicotinic acid C(C)C1=C(C(=O)O)C(=CC(=N1)C1=NN(C=C1)C)C1=NC(=NC(=C1Cl)NC1=CC=NC=C1)N1CCOCC1